C(CC)C1=CC=C(C=C1)CO 4-propyl-benzenemethanol